hydroxyphenyl-benzopyrone OC1=C(C(OC2=C1C=CC=C2)=O)C2=CC=CC=C2